4-((2-((4-cyanophenyl)amino)-6-(pyridin-4-ylmethyl)-5,6,7,8-tetrahydropyrido[4,3-d]pyrimidin-4-yl)oxy)-3,5-dimethylbenzonitrile C(#N)C1=CC=C(C=C1)NC=1N=C(C2=C(N1)CCN(C2)CC2=CC=NC=C2)OC2=C(C=C(C#N)C=C2C)C